C(CCC)N(C(CCCCCCCCC(CCCCCCCCC(=O)N(CCCCCCCCCC)CCCCCCCCCC)NC(CC(N(C)C)CCCCCCCCCC)=O)=O)C(CCCCCCCC)CCCCCCCC N1-butyl-N19,N19-didecyl-10-(n-decyl-3-(dimethylamino)propanamido)-N-(heptadecan-9-yl)nonadecanediamide